3-amino-4-nitrosofurazan NC1=NON=C1N=O